F[C@@H](C(=O)NC1=C(C=C(C=C1)NCC1=CC=C(C=C1)C(F)(F)F)N1CCCCC1)[C@H](CCCC)F (2S,3S)-2,3-difluoro-N-(2-(piperidin-1-yl)-4-((4-(trifluoromethyl)benzyl)amino)phenyl)heptanamide